C(C=C)(=O)OCC(COC(C=C)=O)(C)COC(C=C)=O 2-((Acryloyloxy) methyl)-2-methylpropane-1,3-diyl diacrylate